Ethyl (S)-3-((S)-2-(5-(2-(dimethylamino)ethyl)-2-oxo-4-(trifluoromethyl)pyridin-1(2H)-yl)pent-4-enamido)-3-(2',4,4',5-tetrafluoro-6'-(hex-5-en-1-yl)-[1,1'-biphenyl]-3-yl)propanoate CN(CCC=1C(=CC(N(C1)[C@H](C(=O)N[C@@H](CC(=O)OCC)C=1C=C(C=C(C1F)F)C1=C(C=C(C=C1CCCCC=C)F)F)CC=C)=O)C(F)(F)F)C